1,8-diazabicyclo(5.4.0)-undec-7-ene N12CCCCCC2=NCCC1